C(C)(C)(C)C1=C(SC(=C1)C(NC)=O)NC(C)=O tert-butyl-2-acetamido-5-(methylcarbamoyl)thiophene